bis(dipropylamino)methyl-(3-vinylphenyl)silane methyl-3-bromo-1-[4-(trifluoromethoxy)phenyl]indazole-4-carboxylate COC(=O)C=1C=2C(=NN(C2C=CC1)C1=CC=C(C=C1)OC(F)(F)F)Br.C(CC)N(CCC)C(N(CCC)CCC)[SiH2]C1=CC(=CC=C1)C=C